2-(3-Chloro-2-fluoro-6-hydroxy-4-methoxybenzoyl)isoindolin ClC=1C(=C(C(=O)N2CC3=CC=CC=C3C2)C(=CC1OC)O)F